2-[(1-n-propylheptyl)oxy]ethanol C(CC)C(CCCCCC)OCCO